3-(4-ethoxy-6-fluoro-1-oxoisoindolin-2-yl)piperidine-2,6-dione C(C)OC1=C2CN(C(C2=CC(=C1)F)=O)C1C(NC(CC1)=O)=O